COC=1C=C(CCl)C=C(C1OC)OC 3,4,5-trimethoxybenzyl chloride